bis(2,4,6-trimethylbenzoyl)-2,5-diethyl-Phenylphosphine oxide CC1=C(C(=O)P(C2=C(C=CC(=C2)CC)CC)(C(C2=C(C=C(C=C2C)C)C)=O)=O)C(=CC(=C1)C)C